N-(5-((4-(3-Chloro-1H-indol-1-yl)pyrimidin-2-yl)amino)-2-((2-(dimethylamino)ethyl)(methyl)amino)-4-methoxyphenyl)acrylamide ClC1=CN(C2=CC=CC=C12)C1=NC(=NC=C1)NC=1C(=CC(=C(C1)NC(C=C)=O)N(C)CCN(C)C)OC